P(=O)(OC1=C2C(=CNC2=CC=C1)CCC(C)C)(OP(=O)(O)O)O [3-(3-Methylbutyl)-1H-indol-4-yl] phosphono hydrogen phosphate